(5-ethylimidazolidin-1-yl)-6-p-toluenesulfonyl-1,6-dihydroimidazo[4,5-d]Pyrrolo[2,3-b]Pyridine C(C)C1CNCN1N1C=NC=2C1=C1C(=NC2)N(C=C1)S(=O)(=O)C1=CC=C(C)C=C1